Butyl ((2-(4-((tert-butoxycarbonyl)(4,4-difluorocyclohexyl)amino)butyl)-6-methyl-2,5-dihydrobenzo[b]oxepin-9-yl)sulfonyl)-L-prolinate C(C)(C)(C)OC(=O)N(CCCCC1C=CCC2=C(O1)C(=CC=C2C)S(=O)(=O)N2[C@@H](CCC2)C(=O)OCCCC)C2CCC(CC2)(F)F